2-((3,3-dimethylbutyl)sulfonyl)benzo[d]thiazole CC(CCS(=O)(=O)C=1SC2=C(N1)C=CC=C2)(C)C